COC1=C2C=CNC2=C(C=C1)C(=O)N1CCC(CC1)C1=C2C(=NC=C1)NC(=N2)C2CCOCC2 (4-Methoxy-1H-indol-7-yl)-[4-(2-tetrahydropyran-4-yl-3H-imidazo[4,5-b]pyridin-7-yl)-1-piperidyl]methanone